N-acetoacetyl-para-hydroxyaniline C(CC(=O)C)(=O)NC1=CC=C(C=C1)O